(4-thiazol-2-ylphenyl)methanamine HCl Cl.S1C(=NC=C1)C1=CC=C(C=C1)CN